CN1N=C2[C@@H](N(CCC2=C1C=1C=NN(C1C(F)(F)F)C)C(=O)C1=C(C=C(C=C1)C)F)C (S)-(2,7-Dimethyl-3-(1-methyl-5-(trifluoromethyl)-1H-pyrazol-4-yl)-2,4,5,7-tetrahydro-6H-pyrazolo[3,4-c]pyridin-6-yl)(2-fluoro-4-methylphenyl)methanone